6-{2-[9-azabicyclo[3.3.1]non-3-yl-(methyl)amino][1,3]thiazolo[4,5-c]pyridin-6-yl}-2-methylimidazo[1,2-a]pyridine-8-carbonitrile C12CC(CC(CCC1)N2)N(C=2SC1=C(C=NC(=C1)C=1C=C(C=3N(C1)C=C(N3)C)C#N)N2)C